1-((1H-imidazol-1-yl)sulfonyl)-3-methyl-1H-imidazol-3-ium N1(C=NC=C1)S(=O)(=O)N1C=[N+](C=C1)C